N-(3-(6-hydroxybenzo[b]thiophene-2-carboxamido)-4-methylphenyl)-2,3-dihydrobenzo[b][1,4]dioxine-6-carboxamide OC=1C=CC2=C(SC(=C2)C(=O)NC=2C=C(C=CC2C)NC(=O)C2=CC3=C(OCCO3)C=C2)C1